(2s,4s)-5-chloro-6-fluoro-2-(((((cis)-4-hydroxy-4-methylcyclohexyl)amino)methyl)-2-phenyl-2,3-dihydrobenzofuran-4-yl)-5-fluoro-6-methoxynicotinamide ClC1(C(N=C(C(C(=O)N)=C1)C1=CC=CC2=C1C[C@](O2)(C2=CC=CC=C2)CNC2CCC(CC2)(C)O)(OC)F)F